2-((1-(2-(4,4-dimethylpiperidin-1-yl)-6-methyl-4-oxo-4H-chromen-8-yl)ethyl)amino)-4,5-dimethoxybenzoic acid CC1(CCN(CC1)C=1OC2=C(C=C(C=C2C(C1)=O)C)C(C)NC1=C(C(=O)O)C=C(C(=C1)OC)OC)C